tetraoxanecarboxylic acid O1OOOC(C1)C(=O)O